6-Chloro-8-methyl-2-(methylsulfonyl)pyrido[2,3-d]pyrimidin-7(8H)-one ClC1=CC2=C(N=C(N=C2)S(=O)(=O)C)N(C1=O)C